CN1C(N(C(C=2N(C=NC12)C)=O)CC1OCC(CC1)=O)=O 3,7-dimethyl-1-((5-oxotetrahydro-2H-pyran-2-yl)methyl)-1H-purine-2,6(3H,7H)-dione